glucosyl-6,7-dihydroxy-N-methyl-benzyl-tetrahydroisoquinoline C1([C@H](O)[C@@H](O)[C@H](O)[C@H](O1)CO)C1(N(CCC2CC=C(C=C12)O)C)CC1=CC=CC=C1O